(1R,2S,5S)-2-(6-fluoro-1H-indole-3-carbonyl)-6,6-dimethyl-3-azabicyclo[3.1.0]Hexane-3-carboxylic acid benzyl ester C(C1=CC=CC=C1)OC(=O)N1[C@@H]([C@H]2C([C@H]2C1)(C)C)C(=O)C1=CNC2=CC(=CC=C12)F